CC(C(=O)Cl)(C)SC 2-methyl-2-(methylthio)propanoyl chloride